2,5-bis(4-hydroxyphenyl)cyclopenta-2,4-dienone OC1=CC=C(C=C1)C=1C(C(=CC1)C1=CC=C(C=C1)O)=O